(2-Aminoethylamino)-8,10-difluoro-12H-thiochromeno[2,3-c]Quinolin-12-one NCCNC1=C2C3=C(C=NC2=CC=C1)SC=1C(=CC(=CC1C3=O)F)F